((5-hydroxy-6,9-dihydro-7H-[1,3]dioxolo[4,5-H]isochromen-9-yl)methyl)carbamic acid tert-butyl ester C(C)(C)(C)OC(NCC1OCCC=2C(=CC3=C(C12)OCO3)O)=O